C(C)OC(C)O[C@@H](C)C1=NN(C(N1C)=O)C1=CC(=C(C(=O)NC2=C(C=CC=C2)C)C=C1F)OC(C)CCC 4-{3-[(1S)-1-(1-ethoxyethoxy)ethyl]-4-methyl-5-oxo-4,5-dihydro-1H-1,2,4-triazol-1-yl}-5-fluoro-N-(2-methylphenyl)-2-(pent-2-yloxy)benzamide